C(C)N1CCN(CC1)CC 1,4-diethyl-piperazine